ClC=1C=C(C=C2C(=C(C=NC12)C#N)N[C@H](C(C)(C)O)C1=CC=CC=C1)N[C@@H](C=1C=NC=CC1)C=1N=NN(C1)C(C)C 8-chloro-4-(((S)-2-hydroxy-2-methyl-1-phenylpropyl)amino)-6-(((S)-(1-isopropyl-1H-1,2,3-triazol-4-yl)(pyridin-3-yl)methyl)amino)quinoline-3-carbonitrile